2,4,6-trimethyl-3-(oxiran-2-ylmethoxy)benzonitrile CC1=C(C#N)C(=CC(=C1OCC1OC1)C)C